COC1=C(C(=O)NCC(=O)O)C=CC(=C1OC)OC 2,3,4-trimethoxybenzoyl-glycine